BrCC1=C(C=C(C=C1OC)Cl)C1=NC(NC2=CC=CC=C12)=O 2-bromomethyl-5-chloro-3-methoxyphenylquinazolinone